S(=O)(=O)([O-])[O-].[Pb+2].[Cu+2].S(=O)(=O)([O-])[O-] copper-lead sulfate